NC1CC(CCC1)N1C=NC2=C1C=C(C=C2)C2=NNC(=C2)NC(C2=CC=C(C=C2)NC2CCN(CC2)C)=O N-(3-(1-(3-aminocyclohexyl)-1H-benzo[d]imidazol-6-yl)-1H-pyrazol-5-yl)-4-((1-methylpiperidin-4-yl)amino)benzamide